4-((2-acrylamidophenyl)amino)-N-(4,5-dimethoxy-2-methylphenyl)-2-((4-(4-methylpiperazin-1-yl)phenyl)amino)pyrimidine-5-carboxamide C(C=C)(=O)NC1=C(C=CC=C1)NC1=NC(=NC=C1C(=O)NC1=C(C=C(C(=C1)OC)OC)C)NC1=CC=C(C=C1)N1CCN(CC1)C